C(C)(C)(C)OC(=O)N(C1=CC(=NC(=C1)C)NC1=C(C(=C2C(=N1)CCO2)C=2CCCN(CC2)C(=O)OC(C)(C)C)F)C tert-butyl 5-[5-[[4-[tert-butoxycarbonyl(methyl)amino]-6-methyl-2-pyridyl]amino]-6-fluoro-2,3-dihydrofuro[3,2-b]pyridin-7-yl]-2,3,4,7-tetrahydroazepine-1-carboxylate